1-(2-{[8-fluoro-6-hydroxy-7-(1,1,4-trioxo-1λ6,2,5-thiadiazolidin-2-yl)naphthalen-2-yl]oxy}ethyl)cyclopropane-1-carbonitrile FC=1C(=C(C=C2C=CC(=CC12)OCCC1(CC1)C#N)O)N1S(NC(C1)=O)(=O)=O